ClC=1C=C(C=C(C1)Cl)N1[C@H](CN(CC1)C(=O)OC(C)(C)C)C tert-butyl (3S)-4-(3,5-dichlorophenyl)-3-methyl-piperazine-1-carboxylate